FC(CN1C(C=2NN=C(C2C1C1=CC=C(C=C1)OC1=CC=C(C=C1)SC(F)(F)F)C1=CC=CC=2NC(OC21)=O)=O)(C)F 7-[5-(2,2-Difluoropropyl)-6-oxo-4-(4-{4-[(trifluoromethyl)sulfanyl]phenoxy}phenyl)-1,4,5,6-tetrahydropyrrolo[3,4-c]pyrazol-3-yl]-1,3-benzoxazol-2(3H)-one